Ethyl 2-(iso-decyl)-2-cyanoacetate C(CCCCCCC(C)C)C(C(=O)OCC)C#N